cis-3-methyl-1-(1-(2-(methylsulfonyl)ethoxy)ethyl)-6-azabicyclo[3.1.1]heptane CC1CC2(NC(C1)C2)C(C)OCCS(=O)(=O)C